COC1=C(C=CC=C1)C=1C(=CC=C(C1)C)C(=O)OC methyl 2'-methoxy-5-methyl-[1,1'-biphenyl]-2-carboxylate